OC1CC(NC1)C(=O)NCC1=CC=C(C=C1)C=1SC=C(N1)C 4-hydroxy-N-[[4-(4-methyl-1,3-thiazol-yl)phenyl]methyl]pyrrolidine-2-carboxamide